COC([C@H](CC1=CC=C(C=C1)OC)NC(C(C(C)O)NC(CN1CCOCC1)=O)=O)=O (2S)-2-(3-hydroxy-2-(2-morpholinoacetamido)butyramido)-3-(4-methoxyphenyl)propionic acid methyl ester